ClC1=CC=C(C=C1)[C@@H](CNC(OC(C)(C)C)=O)C(=O)N1C[C@H](N(CC1)C=1C2=C(N=CN1)NC(C[C@H]2C)=O)C tert-butyl ((S)-2-(4-chlorophenyl)-3-((R)-3-methyl-4-((R)-5-methyl-7-oxo-5,6,7,8-tetrahydropyrido[2,3-d]pyrimidin-4-yl)piperazin-1-yl)-3-oxopropyl)carbamate